(phenoxyl)platinum(II) O(C1=CC=CC=C1)[Pt+]